C(C)(C)(C)OC(=O)N1CC2(CCC(C1)C2)CO.COC=CC(=O)OCCC[Si](OC)(OC)OC gamma-(methoxypropenoyloxy)propyltrimethoxysilane tert-butyl-1-(hydroxymethyl)-3-azabicyclo[3.2.1]octane-3-carboxylate